OC1=C(C=NC(=C1)[N+](=O)[O-])C 4-hydroxy-3-methyl-6-nitropyridine